C(N)(=O)C=1C(=NC(=C(C1C1=CC=C(C(=O)OCC2=CC=CC=C2)C=C1)C=1OC(=NN1)C)CC)CC(C)C benzyl 4-(3-carbamoyl-6-ethyl-2-isobutyl-5-(5-methyl-1,3,4-oxadiazol-2-yl)pyridin-4-yl)benzoate